COC=1C(=NC=CN1)NS(=O)(=O)C1=CC=C(C=C1)NC(\C=C\C=1SC(=CC1)[N+](=O)[O-])=O (2E)-N-[4-[[(3-methoxy-2-pyrazinyl)amino]sulfonyl]phenyl]-3-(5-nitro-2-thienyl)-2-propenamide